C1N(CC12CCC2)CC2=CC(=C(CNC1=C3C(N(C(C3=CC=C1)=O)C1C(NC(CC1)=O)=O)=O)C=C2)F 4-((4-((2-azaspiro[3.3]hept-2-yl)methyl)-2-fluorobenzyl)amino)-2-(2,6-dioxopiperidin-3-yl)isoindoline-1,3-dione